6-hydroxy-2H-benzofuran OC1=CC2=C(CCO2)C=C1